tert-butyl 6-(6-methoxythieno[3,2-c]pyridin-4-yl)-3,4-dihydro-1H-isoquinoline-2-carboxylate COC1=CC2=C(C(=N1)C=1C=C3CCN(CC3=CC1)C(=O)OC(C)(C)C)C=CS2